sodium hydroxybenzenesulfonate OC1=C(C=CC=C1)S(=O)(=O)[O-].[Na+]